Helium Neon 3-(3-fluoro-2-methoxyanilino)-2-{3-[(2-methyloxetan-2-yl)methoxy]pyridin-4-yl}-1,5,6,7-tetrahydro-4H-pyrrolo[3,2-c]pyridin-4-one FC=1C(=C(NC2=C(NC3=C2C(NCC3)=O)C3=C(C=NC=C3)OCC3(OCC3)C)C=CC1)OC.[Ne].[He]